ClC1=NC(=CC(=C1)C([C@@H]1CN(C[C@@H](O1)C)C(=O)OC(C)(C)C)(F)F)Cl Tert-butyl cis-2-[(2,6-dichloro-4-pyridyl)-difluoro-methyl]-6-methyl-morpholine-4-carboxylate